ClC1=CNC2=CC=C(C=C12)N(C1=NC(=NC=C1C#N)NC1=CC=C(C=C1)N1C[C@H](N[C@H](C1)C)C)CCC 4-((3-Chloro-1H-indol-5-yl)(propyl)amino)-2-((4-((3R,5S)-3,5-dimethylpiperazin-1-yl)phenyl)amino)pyrimidine-5-carbonitrile